N-(6-chloro-8-methyl-1-isoquinolyl)-6-[1-(2-methoxyethyl)triazol-4-yl]-N-[(3R)-3-piperidyl]pyridine-3-carboxamide ClC=1C=C2C=CN=C(C2=C(C1)C)N(C(=O)C=1C=NC(=CC1)C=1N=NN(C1)CCOC)[C@H]1CNCCC1